C(C)(C)(C)C1=CC(=NO1)NC(=O)NC1=CC=C(C=C1)N1C=NC2=C1C=CC(=C2)OCCN2CCCCC2 1-(5-tert-butyl-isoxazol-3-yl)-3-{4-[5-(2-piperidin-1-yl-ethoxy)-benzimidazol-1-yl]-phenyl}-urea